FC1=C(C(=CC(=C1)N1CCC(CC1)O)F)C1C(N(C(CC1)=O)COCC[Si](C)(C)C)=O 3-(2,6-difluoro-4-(4-hydroxypiperidin-1-yl)phenyl)-1-((2-(trimethylsilyl)ethoxy)methyl)piperidine-2,6-dione